(2S)-2-(3-(2-chloro-4-cyanophenyl)propanamido)-N-(4-(cyclopropylamino)-3,4-dioxo-1-((S)-2-oxopyrrolidin-3-yl)butan-2-yl)-4,4-dimethylpentanamide ClC1=C(C=CC(=C1)C#N)CCC(=O)N[C@H](C(=O)NC(C[C@H]1C(NCC1)=O)C(C(=O)NC1CC1)=O)CC(C)(C)C